CC1=C(C=2C(=NC=C(C2)C(=O)O)N1S(=O)(=O)C1=CC=C(C)C=C1)B1OC(C(O1)(C)C)(C)C methyl-3-(4,4,5,5-tetramethyl-1,3,2-dioxaborolan-2-yl)-1-tosyl-1H-pyrrolo[2,3-b]pyridine-5-carboxylic acid